(S)-2-(Benzo[b]thiophen-3-carboxamido)-N1-(1-(2-(2-adamantylamino)-2-oxoethyl)-2-oxo-1,2-dihydropyridin-3-yl)-N6-methyl-5-oxohexandiamid S1C2=C(C(=C1)C(=O)N[C@H](C(=O)NC=1C(N(C=CC1)CC(=O)NC1C3CC4CC(CC1C4)C3)=O)CCC(C(=O)NC)=O)C=CC=C2